1-Phenoxycyclohexane-1-carboxylic acid O(C1=CC=CC=C1)C1(CCCCC1)C(=O)O